CC=1NC2=C(C=NC=C2CC1C(=O)N)C 2,8-dimethyl-1,4-dihydro-1,6-naphthyridine-3-carboxamide